BrC=1C(=C(C(=O)OC)C(=CC1)C)OC methyl 3-bromo-2-methoxy-6-methylbenzoate